3-Chloro-N-(1-(5-(3-cyano-6-((3-hydroxyoxetan-3-yl)ethynyl)pyrazolo[1,5-a]pyridin-4-yl)pyridin-2-yl)-4-methylpiperidin-4-yl)picolinamide ClC=1C(=NC=CC1)C(=O)NC1(CCN(CC1)C1=NC=C(C=C1)C=1C=2N(C=C(C1)C#CC1(COC1)O)N=CC2C#N)C